NC=1SC2=C(C1C(=O)OCC)CCC(C2)(COC(F)F)CC2CC2 ethyl 2-amino-6-(cyclopropylmethyl)-6-[(difluoromethoxy)methyl]-4,5,6,7-tetrahydro-1-benzothiophene-3-carboxylate